tert-butyl 4-(3-methyl-1H-pyrazol-5-yl)piperidine-1-carboxylate CC1=NNC(=C1)C1CCN(CC1)C(=O)OC(C)(C)C